C(C)(C)C1=C(C(C(=O)[O-])=CC(=C1)C(C)C)O.[Cu+2].C(C)(C)C1=C(C(C(=O)[O-])=CC(=C1)C(C)C)O copper (II) 3,5-diisopropylsalicylate